3-Bromo-5-(4,5-dihydro-3H-pyrrol-2-yl)-pyridine BrC=1C=NC=C(C1)C1=NCCC1